(3-acetyl-5-(2-(cyclopropylamino)pyrimidin-5-yl)-1H-indazol-1-yl)acetic acid C(C)(=O)C1=NN(C2=CC=C(C=C12)C=1C=NC(=NC1)NC1CC1)CC(=O)O